COC(=O)C1=CC=C(C(=C)C(F)(F)F)C=C1 4-methoxycarbonyl-α-trifluoromethylstyrene